(2R,3S,4R,5R)-5-cyano-2-((2-cyclopentylacetoxy)methyl)-5-(4-(2-ethylbutanamido)pyrrolo[2,1-f][1,2,4]triazin-7-yl)-4-hydroxytetrahydrofuran-3-yl L-valinate N[C@@H](C(C)C)C(=O)O[C@@H]1[C@H](O[C@]([C@@H]1O)(C1=CC=C2C(=NC=NN21)NC(C(CC)CC)=O)C#N)COC(CC2CCCC2)=O